1-(3-bromophenyl)-1H-pyrazole BrC=1C=C(C=CC1)N1N=CC=C1